2-tert-butyl-5-hydroxyisoindolin-1-one C(C)(C)(C)N1C(C2=CC=C(C=C2C1)O)=O